4-[5-(1H-pyrrolo[2,3-b]pyridin-3-yl)thiophen-2-yl]methyl-2,4-dihydro-3H-1,2,4-triazol-3-one hydrochloride Cl.N1C=C(C=2C1=NC=CC2)C2=CC=C(S2)CN2C(NN=C2)=O